NC1=C(C=C(C=C1)Cl)C(C)=O 1-(2-amino-5-chloro-phenyl)ethanone